behenyl-triethylammonium methyl-sulfate COS(=O)(=O)[O-].C(CCCCCCCCCCCCCCCCCCCCC)[N+](CC)(CC)CC